ClC1=C(C=CC=C1)CS(=O)(=O)NC1=CC=C(C=C1)C=1C2=C(NC(CN1)=O)C1=CC=CC=C1C=C2 1-(2-chlorophenyl)-N-[4-(2-oxo-2,3-dihydro-1H-naphtho[1,2-e][1,4]diazepine-5-yl)phenyl]methanesulfonamide